FC(CC(=O)O)(C(C(F)(F)F)(F)F)F 3,3,4,4,5,5,5-heptafluoropentanoic acid